5-methylfuroic acid CC1=CC=C(O1)C(=O)O